[(9Z,12Z)-octadeca-9,12-dien-1-yloxy]-3-[(5Z)-oct-5-en-1-yloxy]propan-2-amine C(CCCCCCC\C=C/C\C=C/CCCCC)OCC(COCCCC\C=C/CC)N